7-benzoyl-2-benzyl-2,7-diazaspiro[3.5]nonan-1-one C(C1=CC=CC=C1)(=O)N1CCC2(CN(C2=O)CC2=CC=CC=C2)CC1